ClC=1C=C(C=CC1F)C=1C=CC(=NC1)N1CCN(CC1)C(=O)O 4-(5-(3-chloro-4-fluorophenyl)pyridin-2-yl)piperazine-1-carboxylic acid